7-(chloromethyl)-3-fluoro-8-methoxypyrrolo[1,2-a]quinoxalin-4(5H)-one ClCC=1C=C2NC(C=3N(C2=CC1OC)C=CC3F)=O